3-(4-chlorophenyl)-1,4,2-dioxazol-5-one ClC1=CC=C(C=C1)C1=NOC(O1)=O